C(CCCCCCCC(=O)OC(CC)CCCCCCCCC)(=O)OCC(COC(CCC(OCCCCCCCC)OCCCCCCCC)=O)COC(=O)OCCCN(CC)CC 1-(3-((4,4-bis(octyloxy)butanoyl)oxy)-2-((((3-(diethylamino)propoxy)carbonyl)oxy)methyl)propyl) 9-(dodecan-3-yl) nonanedioate